C(C)(C)(C)OC(=O)C=1N=NC(=CC1)N1[C@H](C[C@H](CC1)C=O)C 6-(cis-4-formyl-2-methylpiperidin-1-yl)pyridazine-3-carboxylic acid tert-butyl ester